tert-butyl (tert-butoxycarbonyl)(8-fluoro-7-(4,4,5,5-tetramethyl-1,3,2-dioxaborolan-2-yl)-[1,2,4]triazolo[1,5-a]pyridin-2-yl)carbamate C(C)(C)(C)OC(=O)N(C(OC(C)(C)C)=O)C1=NN2C(C(=C(C=C2)B2OC(C(O2)(C)C)(C)C)F)=N1